Cl.NC(C(=O)OCC(C)C)C isobutyl 2-aminopropionate hydrochloride